C[C@@H]1[C@H]2CC[C@@]([C@H]3[C@@H]2[C@H]4[C@@H]1OC(=O)C4=CC3)(C)O The molecule is a sesquiterpene lactone isolated from the leaves of Eremophila mitchellii. It has a role as a plant metabolite. It is a sesquiterpene lactone, an organic heterotetracyclic compound and a tertiary alcohol.